(R)-8-Amino-2-(3-((3-hydroxy-1-methyl-2-oxopyrrolidin-3-yl)ethynyl)phenyl)pyrido[3,4-d]pyrimidin-4(3H)-one NC1=NC=CC2=C1N=C(NC2=O)C2=CC(=CC=C2)C#C[C@]2(C(N(CC2)C)=O)O